3-hydroxytetrahydrothiophene 1,1-dioxide OC1CS(CC1)(=O)=O